ClC1=NC2=NC(=C(N=C2C(=N1)C1=C(C=C(C=C1)C(F)F)F)C)C 2-chloro-4-[4-(difluoromethyl)-2-fluoro-phenyl]-6,7-dimethyl-pteridine